5-chloro-2-(2-fluoro-4-pyridyl)-4-(2-oxa-7-azaspiro[3.4]octan-7-yl)-1H-pyrimidin-6-one ClC1=C(N=C(NC1=O)C1=CC(=NC=C1)F)N1CCC2(COC2)C1